(R)-2-bromo-4-methoxybutyric acid Br[C@@H](C(=O)O)CCOC